C(C)OC(=O)C=1OC2=C(C1)C(=C(C=C2)C)N2C=NC(=C2)C2CC2.CC2=C(C(=CC(=C2C=2C=NC=CC2)C)C)B (2,4,6-trimethyl-3-(pyridin-3-yl)phenyl)borane ethyl-4-(4-cyclopropyl-1H-imidazol-1-yl)-5-methylbenzofuran-2-carboxylate